BrC=1C=NN2C1N=C(C=C2C=2C(=NC=CC2)F)Cl 3-bromo-5-chloro-7-(2-fluoropyridin-3-yl)pyrazolo[1,5-a]pyrimidine